C(C1=CC=CC=C1)N(CCC(=O)O)C=1SC(=C(N1)C1=CC(=C(C=C1)C1=CC=C(C=C1)F)Cl)CC(C)C 3-(benzyl(4-(2-chloro-4'-fluorobiphenyl-4-yl)-5-isobutylthiazol-2-yl)amino)propanoic acid